(R)-ethylene glycol C(CO)O